CC1=NC=C(C(=O)O)C=C1NC(=O)C=1C=NN2C1SC(=C2)C2=CC=NC=C2 6-methyl-5-(2-(pyridin-4-yl)pyrazolo[5,1-b]thiazole-7-carboxamido)nicotinic acid